6,7-dimethoxy-4-(1-methylpiperidin-4-ylamino)quinazolin COC=1C=C2C(=NC=NC2=CC1OC)NC1CCN(CC1)C